3-[p-(4-aminomethylcyclohexylcarbonyl)phenyl]propanol NCC1CCC(CC1)C(=O)C1=CC=C(C=C1)CCCO